C(C)(C)(C)OC(=O)N1CCC(C(C2=C1C=CC(=C2)Cl)(CO)O)(F)F 7-chloro-4,4-difluoro-5-hydroxy-5-(hydroxymethyl)-2,3,4,5-tetrahydro-1H-1-benzazepine-1-carboxylic acid tert-butyl ester